(13R)-13-methyl-8,14-dioxa-10,19,20,22-tetraazatetracyclo[13.5.2.12,6.018,21]tricosa-1(20),2(23),3,5,15,17,21-heptaen-9-one C[C@@H]1CCNC(OCC2=CC=CC(C3=NNC4=CC=C(O1)N=C34)=C2)=O